tin triazolate N1N=NC(=C1)C(=O)[O-].[Sn+4].N1N=NC(=C1)C(=O)[O-].N1N=NC(=C1)C(=O)[O-].N1N=NC(=C1)C(=O)[O-]